C[C@]1(N([C@@H](C[C@@H]1NS(=O)(=O)C)C)C(=O)O)COC1CC2CC2(CC1)C1=CC=CC=C1.C(CCCCC)OCC(CO)O 3-hexyloxy-1,2-propanediol Methyl-(2R,3S,5R)-5-methyl-3-(methylsulfonamido)-2-(((6-phenylbicyclo[4.1.0]heptan-3-yl)oxy)methyl)pyrrolidine-1-carboxylate